NON AMINOETHER